ClC1=C(C=C2C(=C(N(C2=C1F)C)C1=NC(=NN1)[C@@H](C#N)C)C=1C=NNC1)OC (R)-2-(5-(6-chloro-7-fluoro-5-methoxy-1-methyl-3-(1H-pyrazol-4-yl)-1H-indol-2-yl)-1H-1,2,4-triazol-3-yl)propionitrile